(R)-5-Methoxy-2-(7-((1-methylpiperidin-3-yl)amino)pyrazolo[1,5-d][1,2,4]triazin-4-yl)phenol COC=1C=CC(=C(C1)O)C=1C=2N(C(=NN1)N[C@H]1CN(CCC1)C)N=CC2